C(C=C)C1(CN(CCC1)C(=O)OCC1=CC=CC=C1)C(=O)O 3-allyl-1-((benzyloxy)carbonyl)piperidine-3-carboxylic acid